NC1=NC=CC2=C(C=C(C=C12)C=1C=C(C=CC1)C(=O)N1CCCC1)O (3-(1-amino-5-hydroxyisoquinolin-7-yl)phenyl)(pyrrolidin-1-yl)methanone